COCOCCCCCCCCCCCC 1-(methoxymethoxy)dodecane